CC=1C(=CC(=NC1)C1=NC=CC=C1)N1C(C=CC=C1C)=O 5',6-dimethyl-2H-[1,4':2',2''-terpyridin]-2-one